C1(=C(C=CC2=CC=CC=C12)OC1=CC=C(C=C1)CO)C1=C(C=CC2=CC=CC=C12)OC1=CC=C(C=C1)CO [[1,1'-binaphthalene]-2,2'-diylbis(oxy-4,1-phenylene)]dimethanol